6-(2,4-difluorobenzyl)-N4-(5-cyclopropyl-1H-pyrazol-3-yl)-1-(piperidin-4-yl)-1H-pyrazolo[3,4-d]Pyrimidine-4,6-diamine FC1=C(CC2(N=C(C=3C(=N2)N(NC3)C3CCNCC3)NC3=NNC(=C3)C3CC3)N)C=CC(=C1)F